tert-butyl N-[3-[4-[1-(2,6-dioxo-3-piperidyl)-3-methyl-2-oxo-benzimidazol-4-yl]-1-piperidyl]propyl]-N-methyl-carbamate O=C1NC(CCC1N1C(N(C2=C1C=CC=C2C2CCN(CC2)CCCN(C(OC(C)(C)C)=O)C)C)=O)=O